(1S,3R,4S)-N-((R)-1-cyano-2-((S)-2-oxopyrrolidin-3-yl)ethyl)-2-(4-(difluoromethyl)-6-fluoro-1H-indole-2-carbonyl)-5,5-difluoro-2-azabicyclo[2.2.2]octane-3-carboxamide C(#N)[C@@H](C[C@H]1C(NCC1)=O)NC(=O)[C@@H]1N([C@@H]2CC([C@H]1CC2)(F)F)C(=O)C=2NC1=CC(=CC(=C1C2)C(F)F)F